FC1=CC=C(C=C1)C1=CC=NC=2N1N=C(C2)C(=O)NC2=C(C=CC=C2)OC 7-(4-fluorophenyl)-N-(2-methoxyphenyl)pyrazolo[1,5-a]pyrimidine-2-carboxamide